bis[4-(2-methylbutan-2-yl) phenyl] [2,4-bis(2-methylbutan-2-yl) phenyl] phosphite P(OC1=CC=C(C=C1)C(C)(CC)C)(OC1=CC=C(C=C1)C(C)(CC)C)OC1=C(C=C(C=C1)C(C)(CC)C)C(C)(CC)C